C1(CC1)CN1C(=CC=2C1=C1CCN(C1=CC2)C(=O)OC(C)(C)C)C(NC2=C(C(=CC(=C2)C(=O)OC)F)NC)=O tert-butyl 1-(cyclopropylmethyl)-2-[[3-fluoro-5-methoxycarbonyl-2-(methylamino) phenyl] carbamoyl]-7,8-dihydropyrrolo[2,3-e]indole-6-carboxylate